C1(CC1)C1=NC=NC(=C1C1=NC=C(C(=N1)NC1(CC1)C1=CC=C(C=C1)C=1N(C=C(N1)C(F)(F)F)C)N)OC 4'-cyclopropyl-6'-methoxy-N4-(1-(4-(1-methyl-4-(trifluoromethyl)-1H-imidazol-2-yl)phenyl)cyclopropyl)-[2,5'-bipyrimidine]-4,5-diamine